4-[4-[(4-methylpiperazin-1-yl) methyl] phenyl]-1,4-diazepane-1-carboxylate CN1CCN(CC1)CC1=CC=C(C=C1)N1CCN(CCC1)C(=O)[O-]